O=C1N(C(C=C1)=O)CCCCCC(=O)N[C@@H](C(C)C)C(=O)N[C@@H](C)C(=O)N[C@@H](CCCCNC(=O)[C@@H]1[C@@H](CCC1)N)C(=O)O N-[6-(2,5-Dioxo-2,5-dihydro-1H-pyrrol-1-yl)hexanoyl]-L-valyl-L-alanyl-N6-{[(1S,2R)-2-aminocyclopentyl]carbonyl}-L-lysin